O=C1NN=C(C2=CC=CC=C12)N1CCC(CC1)CCNS(=O)(=O)N N-(2-(1-(4-oxo-3,4-dihydrophthalazin-1-yl)piperidin-4-yl)ethyl)sulfamide